FC1=C(C=C(C=C1)C(=O)N1CCCC1)B(O)O (2-fluoro-5-(pyrrolidine-1-carbonyl)phenyl)boronic acid